C(C)(C)(C)C1=C(C=CC(=C1)OC)[O-] 2-(tert-butyl)-4-(methoxy)phenolate